thiadiazol-2-yl-5-(1-methyl-1H-pyrazol-4-yl)phenol S1N(NC=C1)C1=C(C=C(C=C1)C=1C=NN(C1)C)O